2-(2-(4-((3-aminophenyl)sulfonyl)-2-oxopiperazin-1-yl)acetylamino)-N-(4-methoxyphenyl)-N-methyl-3-phenylpropionamide NC=1C=C(C=CC1)S(=O)(=O)N1CC(N(CC1)CC(=O)NC(C(=O)N(C)C1=CC=C(C=C1)OC)CC1=CC=CC=C1)=O